(S)-N-(4-(Morpholin-2-yl)-phenyl)-6-(trifluoromethyl)-nicotinamid N1C[C@@H](OCC1)C1=CC=C(C=C1)NC(C1=CN=C(C=C1)C(F)(F)F)=O